4-chloro-6-(9,9-dimethyl-9H-fluoren-2-yl)-1,3,5-triazine ClC1=NC=NC(=N1)C1=CC=2C(C3=CC=CC=C3C2C=C1)(C)C